1,1-bis(di-4-toluidinylphenyl)-cyclohexane N(C1=CC=C(C=C1)C)C=1C(=C(C=CC1)C1(CCCCC1)C1=C(C(=CC=C1)NC1=CC=C(C=C1)C)NC1=CC=C(C=C1)C)NC1=CC=C(C=C1)C